N1=CN=C(C2=C1NC=C2)N2CCSC(=C2)C(=O)N2[C@@H]([C@@H](CCC2)NC(OC(C)(C)C)=O)C tert-butyl ((2R,3R)-1-(4-(7H-pyrrolo[2,3-d]pyrimidin-4-yl)-3,4-dihydro-2H-1,4-thiazine-6-carbonyl)-2-methylpiperidin-3-yl)carbamate